(1S,2R,6aS,6bR,8aR,12aR,12bR)-1,2,6a,6b,9,9,12a-heptamethyl-10-oxo-1,2,3,4,4a,5,6,6a,6b,7,8,8a,9,10,11,12,12a,12b,13,14b-icosahydropicene-4a-carboxylic acid C[C@H]1[C@@H](CCC2(CC[C@]3([C@@]4(CC[C@H]5C(C(CC[C@@]5([C@H]4CC=C3C21)C)=O)(C)C)C)C)C(=O)O)C